3,6-diazabicyclo[3.2.0]heptane-6-carboxylic acid tert-butyl ester C(C)(C)(C)OC(=O)N1C2CNCC2C1